CN(C(=O)[NH+]1N=NN=C1)C N,N-dimethyl-1H-tetrazolium-1-carboxamide